3-Benzyl 2-tert-butyl (1S,3S,4S,5R,6R)-6-(cyclopropylmethyl)-5-[(phenoxycarbonothioyl)oxy]-2-azabicyclo[2.2.2]octane-2,3-dicarboxylate C1(CC1)C[C@H]1[C@H]([C@@H]2[C@H](N([C@H]1CC2)C(=O)OC(C)(C)C)C(=O)OCC2=CC=CC=C2)OC(=S)OC2=CC=CC=C2